N1N=CC=C1C1=CC=C(C=N1)N1CCN(CC1)CC1=CN=C2C=C(C=NC2=C1)CC 7-((4-(6-(1H-pyrazol-5-yl)pyridin-3-yl)piperazin-1-yl)methyl)-3-ethyl-1,5-naphthyridin